sulfoButylether S(=O)(=O)(O)CCCCOCCCCS(=O)(=O)O